3-(furan-2-yl)-4-(thiophene-3-sulfonamido)phenethylcarbamic acid tert-butyl ester C(C)(C)(C)OC(NCCC1=CC(=C(C=C1)NS(=O)(=O)C1=CSC=C1)C=1OC=CC1)=O